N,N-bis(4-methoxybenzyl)-1H-pyrazole-3-sulfonamide COC1=CC=C(CN(S(=O)(=O)C2=NNC=C2)CC2=CC=C(C=C2)OC)C=C1